2-[(2-fluoroacetyl)-[[(2S)-1-(2,2-difluoro-2-phenyl-acetyl)pyrrolidine-2-carbonyl]amino]amino]acetamide FCC(=O)N(CC(=O)N)NC(=O)[C@H]1N(CCC1)C(C(C1=CC=CC=C1)(F)F)=O